6-(4-(1-(difluoromethyl)-4-nitro-1H-pyrazol-5-yl)pyridin-2-yl)-6,6-dimethoxy-2-(methoxymethyl)hexanoic acid FC(N1N=CC(=C1C1=CC(=NC=C1)C(CCCC(C(=O)O)COC)(OC)OC)[N+](=O)[O-])F